N-(2-hydroxy-3,3-dimethylbutyl)-4-methylbenzamide OC(CNC(C1=CC=C(C=C1)C)=O)C(C)(C)C